C(C)N1CCN(CC1)C1=C2C3=C(C=NC2=CC=C1)SC1=C(C3=O)C=C(C=C1)F (4-Ethylhexahydropyrazin-1-yl)-10-fluoro-12H-benzothiopyrano[2,3-c]Quinolin-12-one